FC1=CC=C(C=N1)C=1NC(=CN1)C1=C(C=C(C=C1)O)OC 4-[2-(6-fluoropyridin-3-yl)-1H-imidazol-5-yl]-3-methoxyphenol